1-chloro-9,10-bis(phenylethynyl)anthracene ClC1=CC=CC2=C(C3=CC=CC=C3C(=C12)C#CC1=CC=CC=C1)C#CC1=CC=CC=C1